C(C)OC(CCCCCC[Se][Se]CCCCCCC(=O)O)=O 7,7'-diselenodiheptanoic acid ethyl ester